BrC=1C(=C(C=CC1)COC1OCCCC1)COC1OCCCC1 2'-(((3-bromo-1,2-phenylene)bis(methylene))bis(oxy))bis(tetrahydro-2H-pyran)